(R)-N-(amino(5-(2-hydroxypropan-2-yl)thiazol-2-yl)(oxo)-λ6-sulfaneylidene)-2-(5-fluoro-2,4-diisopropylpyridin-3-yl)acetamide N[S@](=NC(CC=1C(=NC=C(C1C(C)C)F)C(C)C)=O)(=O)C=1SC(=CN1)C(C)(C)O